(S)-3-(1-(4-amino-3-(5-hydroxypyridin-3-yl)-1H-pyrazolo[3,4-d]pyrimidin-1-yl)ethyl)-4-(3-((dimethylamino)methyl)phenyl)-1H-isochromen-1-one Mesylate S(C)(=O)(=O)O.NC1=C2C(=NC=N1)N(N=C2C=2C=NC=C(C2)O)[C@@H](C)C=2OC(C1=CC=CC=C1C2C2=CC(=CC=C2)CN(C)C)=O